(4-((S)-2-(4-chloro-2,5-difluorophenyl)propyl)-6-(((R)-1-hydroxy-4-methylpent-2-yl)amino)-1,3,5-triazin-2-yl)methanesulfonamide ClC1=CC(=C(C=C1F)[C@H](CC1=NC(=NC(=N1)N[C@@H](CO)CC(C)C)CS(=O)(=O)N)C)F